C(C)(=O)N1C(CCC1)C=1C(N(C2=CC=CC=C2N1)C)=O (1-Acetylpyrrolidin-2-yl)-1-methylquinoxalin-2(1H)-one